CC(=O)NC1=CC2=C(C=C1)C3=CC=CC=C3C2 The molecule is the parent of the class of 2-acetamidofluorenes, being an ortho-fused polycyclic arene that consists of 9H-fluorene bearing an acetamido substituent at position 2. It is a carcinogenic and mutagenic derivative of fluorene. It has a role as an antimitotic, a carcinogenic agent, a mutagen and an epitope. It derives from a hydride of a fluorene.